N-(5-((6-(2,4-difluorophenoxy)-8-methyl-7-oxo-7,8-dihydropyrido[2,3-d]pyrimidin-2-yl)amino)-2-(2-(dimethylamino)ethoxy)-4-methoxyphenyl)acrylamide FC1=C(OC2=CC3=C(N=C(N=C3)NC=3C(=CC(=C(C3)NC(C=C)=O)OCCN(C)C)OC)N(C2=O)C)C=CC(=C1)F